1-{2-[(1R,5S,6R)-6-(aminomethyl)-3-azabicyclo[3.1.0]hexan-3-yl]-2-oxoethyl}-N,2,5-trimethyl-1H-pyrrole-3-carboxamide NCC1[C@@H]2CN(C[C@H]12)C(CN1C(=C(C=C1C)C(=O)NC)C)=O